N-(2-(4-ethylpiperazin-1-yl)-5-(4-(4-((6-(trifluoromethyl)pyridazin-3-yl)oxy)phenyl)-piperidine-1-carbonyl)phenyl)-2-oxo-2-phenylacetamide C(C)N1CCN(CC1)C1=C(C=C(C=C1)C(=O)N1CCC(CC1)C1=CC=C(C=C1)OC=1N=NC(=CC1)C(F)(F)F)NC(C(C1=CC=CC=C1)=O)=O